C(C(C)(C)C)NC1CCCCC1 N-neopentylcyclohexan-1-amine